di-tert-butylphosphite C(C)(C)(C)OP(OC(C)(C)C)[O-]